CC1=NNC(=C1C=1C=CC2=C(N=C(O2)C2=CC(=NC=C2)C(=O)O)C1)C 4-(5-(3,5-dimethyl-1H-pyrazol-4-yl)benzo[d]oxazol-2-yl)picolinic acid